4-bromo-N,N-diisopropyl-1-methyl-1H-pyrazole-5-carboxamide BrC=1C=NN(C1C(=O)N(C(C)C)C(C)C)C